C(CCCC)C(C(C)=O)C(C)=O 3-pentyl-2,4-pentanedione